N-{(1S)-1-(4-Methylcyclohexyl)-2-oxo-2-[(2-oxospiro-[1H-pyrrolo[3,2-c]pyridine-3,4'-oxane]-6-yl)amino]ethyl}-oxazole-4-carboxamide CC1CCC(CC1)[C@@H](C(NC1=CC2=C(C=N1)C1(CCOCC1)C(N2)=O)=O)NC(=O)C=2N=COC2